NCCC(C[Si](OC)(OC)C)CN 2-(aminoethyl)-3-aminopropyl-methyl-dimethoxysilane